ClC1=NC(=C2C(=N1)N(N=C2)[C@H]2[C@@H]([C@@H]([C@H](O2)CO[C@@](COCC(=O)O)(COC)P(=O)(O)O)O)O)NC2CCCC2 ((S)-2-(((2R,3S,4R,5R)-5-(6-chloro-4-(cyclopentylamino)-1H-pyrazolo[3,4-d]pyrimidin-1-yl)-3,4-dihydroxytetrahydrofuran-2-yl)methoxy)-3-methoxy-2-phosphonopropoxy)acetic acid